BrC=1C=C2N(N=CC=C2N2C([C@]([C@@H](C2)C)(C#N)C2CC2)=O)C1 (3R,4S)-1-(6-bromopyrrolo[1,2-b]pyridazin-4-yl)-3-cyclopropyl-4-methyl-2-oxopyrrolidine-3-carbonitrile